Cl[SiH]1C[SiH](C1)Cl.[Sn] Tin 1,3-dichloro-1,3-disilacyclobutane